NC1=CC=C(C(=O)NCCCCNC(OC(C)(C)C)=O)C=C1 tert-butyl (4-(4-aminobenzamido)butyl)carbamate